3-[3-methyl-6-(4,4,5,5-tetramethyl-1,3,2-dioxaborolan-2-yl)indazol-1-yl]piperidine-2,6-dione CC1=NN(C2=CC(=CC=C12)B1OC(C(O1)(C)C)(C)C)C1C(NC(CC1)=O)=O